(2,6-Dichloropyridin-4-yl)-N-((1-methylcyclobutyl)-methyl)methanamine ClC1=NC(=CC(=C1)CNCC1(CCC1)C)Cl